5-{3-trifluoromethyl-5-[(E)-2-(3-trifluoromethyl-phenyl)-vinyl]-phenyl}-2H-[1,2,3]triazole-4-carbonitrile FC(C=1C=C(C=C(C1)\C=C\C1=CC(=CC=C1)C(F)(F)F)C=1C(=NNN1)C#N)(F)F